ethyl (13S)-13-{[(tert-butoxy)carbonyl]amino}-9-methyl-8-oxo-2,3,7,15-tetraazatricyclo[12.3.1.02,6]octadeca-1(18),3,5,14,16-pentaene-4-carboxylate C(C)(C)(C)OC(=O)N[C@H]1CCCC(C(NC2=CC(=NN2C=2C=CN=C1C2)C(=O)OCC)=O)C